C1(CCCCC1)CCCOCC(CO)O 3-(3-cyclohexylpropoxy)-1,2-propanediol